CN1C=NC=C1C(=O)NC1=C(C=CC(=C1)C(NC1=CC=C(C=C1)N1CCN(CC1)S(=O)(=O)C)=O)C 1-Methyl-N-[2-methyl-5-({4-[4-(methylsulfonyl)piperazin-1-yl]phenyl}carbamoyl)phenyl]-1H-imidazole-5-carboxamide